Cl.Cl.CC1(C[C@@H]2OCC[C@@H](C(N2[C@@H]1CN[C@@H]1CCCC2=CC=CC=C12)=O)NC([C@H](C)NC)=O)C (S)-N-((4S,7S,9aS)-8,8-dimethyl-5-oxo-7-((((R)-1,2,3,4-tetrahydronaphthalen-1-yl)amino)methyl)octahydropyrrolo[2,1-b][1,3]oxazepin-4-yl)-2-(methylamino)propanamide dihydrochloride